(6-(Methoxymethyl)pyridin-3-yl)methanamine hydrochloride Cl.COCC1=CC=C(C=N1)CN